COC1=C(C(=C(C(=C1C(=O)CCC2=CC=CC=C2)O)CC3=CC=CC=C3O)O)CC4=CC=CC=C4O The molecule is a member of the class of dihydrochalcones that is dihydrochalcone substituted by 2-hydroxybenzyl groups at positions 3 and 5, hydroxy groups at positions 2 and 4 and a methoxy group at position 6. Isolated from the roots of Uvaria acuminata and Uvaria chamae, it exhibits cytotoxicity towards human promyelocytic leukemia HL-60 cells. It has a role as a metabolite, an antineoplastic agent and an antimalarial. It is a member of dihydrochalcones, a member of resorcinols and a monomethoxybenzene.